tris-(nonylphenyl)-phosphite C(CCCCCCCC)C1=C(C=CC=C1)OP(OC1=C(C=CC=C1)CCCCCCCCC)OC1=C(C=CC=C1)CCCCCCCCC